(E)-1-(4-Hydroxyphenyl)-3-[4-[(1-methylimidazol-2-yl)methoxy]phenyl]prop-2-en-1-one OC1=CC=C(C=C1)C(\C=C\C1=CC=C(C=C1)OCC=1N(C=CN1)C)=O